(E)-4-chloro-2-((1-hydroxy-2-methylpropylimino)methyl)phenol ClC1=CC(=C(C=C1)O)/C=N/C(C(C)C)O